C(C=C)(=O)N1CC(CCC1)C1=C2C(=C(NC2=C(C(=C1F)F)C(=O)N)C)Cl 4-(1-Acryloylpiperidin-3-yl)-3-chloro-5,6-difluoro-2-methyl-1H-indole-7-carboxamide